(S)-(3-(7-cyano-5-fluoro-2,3-dimethyl-1-((2-(trimethylsilyl)ethoxy)methyl)-1H-indol-4-yl)cyclohex-2-en-1-yl)carbamic acid tert-butyl ester C(C)(C)(C)OC(N[C@@H]1C=C(CCC1)C1=C2C(=C(N(C2=C(C=C1F)C#N)COCC[Si](C)(C)C)C)C)=O